1-(piperidin-4-ylmethyl)indolin-2-one, trifluoroacetic acid salt FC(C(=O)O)(F)F.N1CCC(CC1)CN1C(CC2=CC=CC=C12)=O